tert-butyl (S)-3-((S)-2-((diphenylmethylene)amino)-3-methoxy-3-oxopropyl)-2-oxopyrrolidine-1-carboxylate C1(=CC=CC=C1)C(C1=CC=CC=C1)=N[C@@H](C[C@H]1C(N(CC1)C(=O)OC(C)(C)C)=O)C(=O)OC